1,3-dimethyl-2,4-dinitrobenzene CC1=C(C(=C(C=C1)[N+](=O)[O-])C)[N+](=O)[O-]